N(=C=O)CC1(C(CC(CC1)(N=C=O)CN=C=O)N=C=O)C 1,4-bis(isocyanatomethyl)2,4-diisocyanato-1-methyl-cyclohexane